2-{[7-amino-4-(1-methyl-1H-indazol-6-yl)-1-oxo-2,3-dihydro-1H-isoindol-2-yl]methyl}but-2-enenitrile NC=1C=CC(=C2CN(C(C12)=O)CC(C#N)=CC)C1=CC=C2C=NN(C2=C1)C